1-(Difluoromethyl)-2-oxo-5-vinyl-1,2-dihydropyridine-3-carboxylic acid FC(N1C(C(=CC(=C1)C=C)C(=O)O)=O)F